O1C(=NC2=C1C=CC=C2)N(C2=NN=NC(=C2CCCCCC)CCC2=CC=CC=C2)C=2OC1=C(N2)C=CC=C1 bisbenzoxazolyl-phenylethylhexyl-aminotriazine